N-(4-{[6-(5-chloro-2-fluorophenyl)-3-{[2-(2-hydroxyethoxy)ethyl]sulfanyl}pyridazin-4-yl]amino}pyridin-2-yl)-3-(4-methylpiperazin-1-yl)propanamide ClC=1C=CC(=C(C1)C1=CC(=C(N=N1)SCCOCCO)NC1=CC(=NC=C1)NC(CCN1CCN(CC1)C)=O)F